C(C)(C)(C)OC(N(C=1C=NC(=C(C1)C(F)(F)F)C1OCCC1)C(=O)OC(C)(C)C)=O N-tert-Butoxycarbonyl-N-[6-tetrahydrofuran-2-yl-5-(trifluoromethyl)-3-pyridinyl]carbamic acid tert-butyl ester